OC1=CC2=CC(CC[C@@]2(C2CC[C@@]3(C(CCC3C12)C(CCC(=O)O)C)C)C)=O 4-[(2R,15R)-9-hydroxy-2,15-dimethyl-5-oxotetracyclo[8.7.0.02,7.011,15]heptadeca-6,8-dien-14-yl]pentanoic acid